(5-chloro-2-methoxy-3-pyridyl)-2-[2-nitro-4-(trifluoromethyl)phenyl]propanoic acid methyl ester COC(C(C)(C1=C(C=C(C=C1)C(F)(F)F)[N+](=O)[O-])C=1C(=NC=C(C1)Cl)OC)=O